Cl.CC(C(=O)N)(C)C dimethyl-propanamide hydrochloride